(3-(2,2-difluoro-1-hydroxyethyl)-1H-indol-5-yl)ethan-1-one FC(C(O)C1=CNC2=CC=C(C=C12)C(C)=O)F